3,3-Diamino-4,4-dihydroxydiphenylsulfone C1=CC=C(C=C1)S(=O)(=O)C2=CC(C(C=C2)(O)O)(N)N